{1-[(1S)-1-(4-pyridyl)ethyl]-1H-imidazol-4-yl}methanone N1=CC=C(C=C1)[C@H](C)N1C=NC(=C1)C=O